C(CCC)C=1N(C(C(=C(N1)C)CC(=O)N1CCOCC1)=O)CC1=CC=C(C2=C1C=C(O2)C)C2=C(C=CC=C2)S(=O)(=O)NC2=NOC(=C2C)C 2-(4-((2-butyl-4-methyl-5-(2-morpholino-2-oxoethyl)-6-oxopyrimidin-1(6H)-yl)methyl)-2-methylbenzofuran-7-yl)-N-(4,5-dimethylisoxazol-3-yl)benzenesulfonamide